7-hydroxy-2-(4-methoxyphenyl)-8-(5-methyl-2-(prop-1-en-2-yl)phenyl)-2-(2-oxopropyl)-5-pentyl-4H-benzo[d][1,3]dioxin-4-one OC=1C=C(C2=C(OC(OC2=O)(CC(C)=O)C2=CC=C(C=C2)OC)C1C1=C(C=CC(=C1)C)C(=C)C)CCCCC